(S)-5-bromo-N-(2-hydroxy-3-phenylpropyl)-N-methylnicotinamide BrC=1C=NC=C(C(=O)N(C)C[C@H](CC2=CC=CC=C2)O)C1